(1R,2R)-4'-icosyl-2',6'-dimethoxy-5-methyl-2-(prop-1-en-2-yl-d5)-1,2,3,4-tetrahydro-1,1'-biphenyl C(CCCCCCCCCCCCCCCCCCC)C1=CC(=C(C(=C1)OC)[C@H]1[C@@H](CCC(=C1)C)C(=C([2H])[2H])C([2H])([2H])[2H])OC